2-hydroxy-3-((S)-2-((6-oxo-5-(trifluoromethyl)-1,6-dihydropyridazin-4-yl)amino)propoxy)propanoic acid OC(C(=O)O)COC[C@H](C)NC=1C=NNC(C1C(F)(F)F)=O